ClC=1C=C(C=NC1N1N=CC=N1)NC(=O)N1CCC(C2=C1C=NC=1N2N=C(C1)C)(C)C N-(5-chloro-6-(2H-1,2,3-triazol-2-yl)pyridin-3-yl)-2,9,9-trimethyl-8,9-dihydropyrazolo[1,5-a]pyrido[2,3-e]pyrimidine-6(7H)-carboxamide